CC(=CC(O)O)C 3-methylbut-2-ene-1,1-diol